C(C)(=S)OCC=C(C)C 3-methyl-2-butenyl thioacetate